N-(6-((diethylamino)methyl)quinolin-2-yl)-5-methyl-1-(o-tolyl)-1H-1,2,3-triazole-4-carboxamide C(C)N(CC)CC=1C=C2C=CC(=NC2=CC1)NC(=O)C=1N=NN(C1C)C1=C(C=CC=C1)C